FC1=NNC=C1C=1C=CC2=C(C1)COC=1N=C(SC12)N(C1CC(NC(C1)(C)C)(C)C)C 7-(3-Fluoro-1H-pyrazol-4-yl)-N-methyl-N-(2,2,6,6-tetramethylpiperidin-4-yl)-5H-isochromeno[3,4-d]thiazol-2-amine